neopentylalcohol C(C(C)(C)C)O